[NH4+].P(=O)(OCCCC)(OCCCC)[O-] dibutyl phosphate ammonium salt